C[C@@H]1O[C@@H](CN(C1)C1=CC=C(C=N1)C1=C2C=C(C(=CC2=CC2=C1C(OC2)=O)OC)OC)C 9-(6-((2S,6R)-2,6-dimethylmorpholino)pyridin-3-yl)-6,7-dimethoxynaphtho[2,3-c]furan-1(3H)-one